5-(4-t-octylphenyl)-pyrazoline C(C)(C)(CC(C)(C)C)C1=CC=C(C=C1)C1C=CNN1